(S)-tert-butyl-3-methyl-1,4-diazacycloheptane-1-carboxylic acid C(C)(C)(C)[C@@H]1N(CCCNC1C)C(=O)O